NC=1N(N=C2CN(CCC21)C(C)C)C(=O)C2CCNC1=CC=C(C=C21)F (3-amino-6-isopropyl-4,5,6,7-tetrahydropyrazolo[3,4-c]pyridin-2-yl)(6-fluoro-1,2,3,4-tetrahydroquinolin-4-yl)methanone